(1S,2R,3S,5R)-3-(2-(2-amino-3-bromoquinolin-7-yl)ethyl)-5-(4-amino-5-methyl-5,6-dihydro-7H-pyrrolo[2,3-d]pyrimidin-7-yl)cyclopentane-1,2-diol NC1=NC2=CC(=CC=C2C=C1Br)CC[C@@H]1[C@H]([C@H]([C@@H](C1)N1CC(C2=C1N=CN=C2N)C)O)O